tert-butyl 5-chloro-1-methoxy-spiro[1H-isobenzofuran-3,4'-piperidine]-1'-carboxylate ClC=1C=C2C(=CC1)C(OC21CCN(CC1)C(=O)OC(C)(C)C)OC